C1CC(=O)N(C1=O)CCCCCNO N-hydroxy-N-succinyl-cadaverine